9-(butylsulfanyl)-11-oxo-2,3,6,7-tetrahydro-1H,5H,11H-pyrano[2,3-f]pyrido[3,2,1-ij]quinoline-10-carbaldehyde C(CCC)SC1=C(C(OC2=C3CCCN4C3=C(C=C21)CCC4)=O)C=O